FC([C@]1(OCC1)[C@]1(CN(CC1)CC=1SC(=CN1)C(F)(F)F)CCC1=CC=C(C#N)C=C1)(F)F |o1:2| 4-(2-((R)-3-((R or S)-2-(trifluoromethyl)oxetan-2-yl)-1-((5-(trifluoromethyl)thiazol-2-yl)methyl)pyrrolidin-3-yl)ethyl)benzonitrile